FC1=C(C=CC=C1)C1=CC=C(C=C1)CCCC(=O)NC=1C=NC=CC1 4-(2'-fluoro-[1,1'-biphenyl]-4-yl)-N-(pyridin-3-yl)butanamide